(S)-6-(1-amino-6-(methylthio)-1,3-dihydrospiro[indene-2,4'-piperidine]-1'-yl)-3-(1-phenylcyclopropyl)-1,5-dihydro-4H-pyrazolo[3,4-d]pyrimidin-4-one N[C@@H]1C2=CC(=CC=C2CC12CCN(CC2)C=2NC(C1=C(N2)NN=C1C1(CC1)C1=CC=CC=C1)=O)SC